COC=1C=C(C=CC1OCC1=CC=CC=C1)/C=C/C(=O)C1=CC=C(C=C1)S(=O)(=O)NCCC(=O)O 3-[[4-[(E)-3-(3-Methoxy-4-phenylmethoxyphenyl)prop-2-enoyl]phenyl]sulfonylamino]propanoic acid